CS(=O)(=O)C(C)(C)C1=NC(=NC=2N3[C@@H](COC[C@H]3COC12)C)C1=C2C(=NC=C1NC)NC=C2 {4-[(S)-1-(1-methanesulfonyl-1-methyl-ethyl)-5-(R)-methyl-5,6,8a,9-tetrahydro-8H-7,10-dioxa-2,4,4b-triazaphenanthren-3-yl]-1H-pyrrolo[2,3-b]Pyridin-5-yl}-methylamine